CC1=NN2C(N=C(NC2=O)SCC(F)(F)F)=C1[N+](=O)[O-] 7-methyl-8-nitro-2-[(2,2,2-trifluoroethyl)sulfanyl]-3H-pyrazolo[1,5-a][1,3,5]triazin-4-one